N1-(2-(1H-pyrrol-2-yl)quinazolin-4-yl)-N3,N3-dimethylpropane-1,3-diamine N1C(=CC=C1)C1=NC2=CC=CC=C2C(=N1)NCCCN(C)C